3-(4-(1-(5-((4-(4-chloro-7,7-dimethyl-5-oxo-5,7-dihydroindolo[1,2-a]quinazolin-10-yl)piperazin-1-yl)methyl)pyrazin-2-yl)piperidin-4-yl)-2,6-difluorophenyl)piperidine-2,6-dione ClC=1C=2C(N=C3N(C2C=CC1)C1=CC(=CC=C1C3(C)C)N3CCN(CC3)CC=3N=CC(=NC3)N3CCC(CC3)C3=CC(=C(C(=C3)F)C3C(NC(CC3)=O)=O)F)=O